C(C)(=O)NC1=C(C2=CC=CC(=C2C=C1)C1CC1)NC(C1=CC=C(C=C1)F)=O N-(2-acetamido-5-cyclopropylnaphthalen-1-yl)-4-fluorobenzamide